2-(1-bromoethyl)-5-methoxy-1-methyl-6-oxopyrimidine-4-carboxylic acid ethyl ester C(C)OC(=O)C=1N=C(N(C(C1OC)=O)C)C(C)Br